CC1=CC=C(C=C1)S(=O)(=O)NN 4-methylbenzene-1-sulfonohydrazide